N,N,5-triphenyl-2,10-dihydrophenazin-2-amine C1(=CC=CC=C1)N(C1CC=2NC3=CC=CC=C3N(C2C=C1)C1=CC=CC=C1)C1=CC=CC=C1